N1=C(C=CC=C1)C1(C2CCC(C1)CC2)CO (2-(pyridin-2-yl)bicyclo[2.2.2]oct-2-yl)methanol